N-tert.-Butylacrylamid C(C)(C)(C)NC(C=C)=O